4-methyl-2H-benzopyran CC1=CCOC2=C1C=CC=C2